2-(7-Methyl-1H-indazol-5-ylmethyl)-1-morpholin-4-yl-4-[4-(2-oxo-1,4-dihydro-2H-quinazolin-3-yl)-piperidin-1-yl]-butane-1,4-dione CC=1C=C(C=C2C=NNC12)CC(C(=O)N1CCOCC1)CC(=O)N1CCC(CC1)N1C(NC2=CC=CC=C2C1)=O